ClC=1C=C(OC=2SC=3N=C4N(C(C3N2)=O)CCC4)C=CC1 2-(3-chlorophenoxy)-6,7-dihydropyrrolo[1,2-a]thiazolo[5,4-d]pyrimidine-9(5H)-one